5-methoxy-pyridine-4-carboxamide COC=1C(=CC=NC1)C(=O)N